COC1=C(CNC[C@@H]2C[C@@H](CCC2)N)C=CC(=C1)OC (1R,3S)-3-(((2,4-dimethoxybenzyl)amino)methyl)cyclohexan-1-amine